BrC1=C2C(=NC(=C1)Cl)SC(=C2C)C 4-bromo-6-chloro-2,3-dimethylthieno[2,3-b]pyridine